2-(6-(((1R,3s,5S)-8-azabicyclo[3.2.1]octan-3-yl)(methyl)amino)pyridazin-3-yl)-5-(1H-tetrazol-5-yl)phenol [C@H]12CC(C[C@H](CC1)N2)N(C2=CC=C(N=N2)C2=C(C=C(C=C2)C2=NN=NN2)O)C